C(C)(C)(C)NC(=O)N1CCC(CC1)N1C(NC2=C1C=CC(=C2)O)=O N-tert-butyl-4-(5-hydroxy-2-oxo-2,3-dihydro-1H-1,3-benzodiazol-1-yl)piperidine-1-carboxamide